OC=1C=C(CNC(C2=C(C=C(C=C2)O)O)=O)C=CC1O 2,4-dihydroxybenzoic acid-N-(3,4-dihydroxybenzyl)amide